C(=O)=O (s)-Carbon dioxide